rac-N-((4R,5R)-3-((2-(azetidin-1-ylmethyl)acrylamido)methyl)-7-ethyl-4-(4-fluorophenyl)-6-oxo-1-phenyl-4,5,6,7-tetrahydro-1H-pyrazolo[3,4-b]pyridin-5-yl)-3-(trifluoromethyl)benzamide N1(CCC1)CC(C(=O)NCC1=NN(C=2N(C([C@@H]([C@@H](C21)C2=CC=C(C=C2)F)NC(C2=CC(=CC=C2)C(F)(F)F)=O)=O)CC)C2=CC=CC=C2)=C |r|